COC1=C(C=C2C(COCC2=C1)=O)C(=O)N 7-methoxy-4-oxoisochroman-6-carboxamide